Cl.S1N=CC(=C1)NC=1N=CC2=C(N1)N1C(C(=C2)C=2C=C(C=CC2C)NC(C2=NC=CC(=C2)C(F)(F)F)=O)=NCC1 N-(3-(2-(isothiazol-4-ylamino)-8,9-dihydroimidazo[1',2':1,6]pyrido[2,3-d]pyrimidin-6-yl)-4-methylphenyl)-4-(trifluoromethyl)picolinamide hydrochloride